ClC=1C(=NC=CC1)C(=O)N1CC(CC1)C1=C(C=O)C=C(C=C1)C(C1=CC=C(C=C1)C)O 2-(1-(3-chloropicolinoyl)pyrrolidin-3-yl)-5-(hydroxy(p-tolyl)methyl)benzaldehyde